3-lauryloxy-N,N-dimethylpropionamide C(CCCCCCCCCCC)OCCC(=O)N(C)C